N[C@H](C(=O)N[C@H](C(=O)NC)[C@H](CC)C)CCCNC=1SC=CN1 (2S,3S)-2-[(2S)-2-amino-5-[(1,3-thiazol-2-yl)amino]pentanamido]-N,3-dimethylpentanamide